FC1(C(N(C2=C(O1)C=C(C(=C2)C2=C(C(=CC(=C2F)F)F)F)F)[C@H](C(=O)OC)C)=O)F methyl (S)-2-(2,2,7-trifluoro-3-oxo-6-(2,3,5,6-tetrafluorophenyl)-2,3-dihydro-4H-benzo[b][1,4]oxazin-4-yl)propanoate